(R)-(5-(1-(trifluoromethyl)-1H-pyrazol-4-yl)-1,3,4-oxadiazol-2-yl)(4-(4-(trifluoromethyl)pyrazolo[1,5-a]pyridin-2-yl)-6,7-dihydro-1H-imidazo[4,5-c]pyridin-5(4H)-yl)methanone FC(N1N=CC(=C1)C1=NN=C(O1)C(=O)N1[C@H](C2=C(CC1)NC=N2)C2=NN1C(C(=CC=C1)C(F)(F)F)=C2)(F)F